ClC1=C(C(=CC=2C3=C(C(NC12)=O)CN([C@H]3C)C(COC)=O)[N+](=O)[O-])Cl (S)-6,7-dichloro-2-(2-methoxyacetyl)-1-methyl-8-nitro-1,2,3,5-tetrahydro-4H-pyrrolo[3,4-c]quinolin-4-one